[Pd](Cl)Cl.C1(=CC=CC=C1)P([C-]1C=CC=C1)C1=CC=CC=C1.[C-]1(C=CC=C1)P(C1=CC=CC=C1)C1=CC=CC=C1.[Fe+2] 1,1'-bis(di-phenylphosphino)ferrocene palladium dichloride